Methoxy-2-morpholinooxazolo[4,5-b]pyridine COC1=CC=C2C(=N1)N=C(O2)N2CCOCC2